COC1=CC=2N(C=C1C(=O)NC1=NC(=CC=C1)OC)C=C(N2)C[C@H]2COCC2 (R)-7-methoxy-N-(6-methoxypyridin-2-yl)-2-((tetrahydrofuran-3-yl)methyl)imidazo[1,2-a]pyridine-6-carboxamide